FC(C(=O)OC(C(C(F)(F)F)(F)F)=O)(C(F)(F)F)F 2,2,3,3,3-pentafluoropropanoic anhydride